BrC1=C(C(=CC=C1)OC)CC1(CCN(CC1)C(=O)OC(C)(C)C)C#N tert-butyl 4-[(2-bromo-6-methoxyphenyl)methyl]-4-cyanopiperidine-1-carboxylate